(S)-quinuclidin-3-yl ((R)-5-(4-ethoxy-3-methylphenyl)-2,2-dimethyl-2,3-dihydro-1H-inden-1-yl)carbamate C(C)OC1=C(C=C(C=C1)C=1C=C2CC([C@H](C2=CC1)NC(O[C@@H]1CN2CCC1CC2)=O)(C)C)C